(R)-N-(1-(4-chlorophenyl)ethyl)-N-methyl-4-(6-(1-methyl-1H-pyrazol-4-yl)pyrazolo[1,5-a]pyridin-3-yl)piperazine-1-carboxamide ClC1=CC=C(C=C1)[C@@H](C)N(C(=O)N1CCN(CC1)C=1C=NN2C1C=CC(=C2)C=2C=NN(C2)C)C